ethyl 4-(2-benzyloxy-5-chloro-phenyl)-2,4-dioxo-3-(triphenyl-λ5-phosphanylidene)-butyrate C(C1=CC=CC=C1)OC1=C(C=C(C=C1)Cl)C(C(C(C(=O)OCC)=O)=P(C1=CC=CC=C1)(C1=CC=CC=C1)C1=CC=CC=C1)=O